23-stigmastanol CC[C@H](C(C[C@@H](C)[C@H]1CC[C@H]2[C@@H]3CCC4CCCC[C@]4(C)[C@H]3CC[C@]12C)O)C(C)C